3-amino-2-hydroxy-4,5,6-trimethyl-pyridine NC=1C(=NC(=C(C1C)C)C)O